NC=1C(=NC(=CN1)C1=CC=C(C=C1)CNC1=NC=C(C=C1C(N[C@@H](C)C1=CC=C(C=C1)F)=O)C#N)C(=O)NC1CC1 (S)-3-amino-6-(4-((5-cyano-3-(1-(4-fluorophenyl)ethylcarbamoyl)pyridin-2-ylamino)methyl)phenyl)-N-cyclopropylpyrazine-2-carboxamide